C(C)C1=NNC(=N1)C 3-Ethyl-5-methyl-1,2,4-triazole